2-chloro-5-(2-methoxyphenyl)thiophene ClC=1SC(=CC1)C1=C(C=CC=C1)OC